2-[(2,6-difluoro-4-pyridinyl)-(2-methoxyacetyl)amino]-5-methyl-N-spiro[3.4]Octane-3-yl-thiazole-4-carboxamide FC1=NC(=CC(=C1)N(C=1SC(=C(N1)C(=O)NC1CCC12CCCC2)C)C(COC)=O)F